BrC=1C(=C(C(=CC1C(F)(F)F)NC)N)Cl 4-bromo-3-chloro-N1-methyl-5-(trifluoromethyl)benzene-1,2-diamine